CC=1C(=NC(=NC1)NC1=CC=C(C=C1)N1CCN(CC1)C)NC1=C(C=C(C(=C1)OC)Cl)OC 5-Methyl-N4-(4-chloro-2,5-dimethoxyphenyl)-N2-[4-(4-methylpiperazin-1-yl)phenyl]pyrimidine-2,4-diamine